4-((3-(6-((pyridin-2-ylmethyl)amino)spiro[3.3]Hept-2-yl)ureido)methyl)benzamide N1=C(C=CC=C1)CNC1CC2(CC(C2)NC(NCC2=CC=C(C(=O)N)C=C2)=O)C1